(5-(2-fluoro-6-methoxyphenyl)-1H-pyrazolo[3,4-c]pyridin-3-yl)-4-(3-oxopiperazin-1-yl)benzamide FC1=C(C(=CC=C1)OC)C=1C=C2C(=CN1)NN=C2C2=C(C(=O)N)C=CC(=C2)N2CC(NCC2)=O